1-methyl-7-nitro-5-phenyl-1H-1,4-benzodiazepin-2(3H)-one CN1C(CN=C(C2=C1C=CC(=C2)[N+](=O)[O-])C2=CC=CC=C2)=O